4-ethenyl-1,1'-biphenyl C(=C)C1=CC=C(C=C1)C1=CC=CC=C1